(R)-(-)-1-methyl-3-pyrrolidinol CN1CC[C@H](C1)O